sodium 1,3,5-trimethyl-barbiturate CN1C(=O)N(C(=O)C(C1=O)C)C.[Na]